BrC1=C(C2=CC=CC(=C2C=C1)C1CC1)NC(C1=CC=C(C=C1)F)=O N-(2-Bromo-5-cyclopropylnaphthalen-1-yl)-4-fluorobenzamide